C(C)OC(=O)C1=C(N=C(N1)[C@H]1N(CCCC1)C(=O)OC(C)(C)C)C1=CC=C(C=C1)C(NC1=NC=CC=C1)=O tert-butyl (S)-2-(5-(ethoxycarbonyl)-4-(4-(pyridin-2-ylcarbamoyl)phenyl)-1H-imidazol-2-yl)piperidine-1-carboxylate